2-(5-(oxazol-5-yl)-1,3,4-oxadiazol-2-yl)-N-(4-(trifluoromethyl)phenyl)aniline O1C=NC=C1C1=NN=C(O1)C1=C(NC2=CC=C(C=C2)C(F)(F)F)C=CC=C1